ClC=1C=C2C=C(NC2=CC1OCC=1C=NC=C(C1)C)CNC(=O)C1(CC1)C N-((5-chloro-6-((5-methylpyridin-3-yl)methoxy)-1H-indol-2-yl)methyl)-1-methylcyclopropane-1-carboxamide